ethyl ((1S)-1-cyclohexyl-2-((2-((R)-4-isopropyl-2-oxoimidazolidin-1-yl)-2-(methylcarbamoyl)-2,3-dihydro-1H-inden-5-yl)amino)-2-oxoethyl)carbamate C1(CCCCC1)[C@@H](C(=O)NC=1C=C2CC(CC2=CC1)(C(NC)=O)N1C(N[C@@H](C1)C(C)C)=O)NC(OCC)=O